4-{1-[4-(4-aminophenyl)phenyl]-2,2-diphenylvinyl}aniline NC1=CC=C(C=C1)C1=CC=C(C=C1)C(=C(C1=CC=CC=C1)C1=CC=CC=C1)C1=CC=C(N)C=C1